tert-butyl 4-([1-[6-(furan-2-yl)-2-methanesulfonylpyrimidin-4-yl]-1,2,3-benzotriazol-5-yl]oxy)pyrazole-1-carboxylate O1C(=CC=C1)C1=CC(=NC(=N1)S(=O)(=O)C)N1N=NC2=C1C=CC(=C2)OC=2C=NN(C2)C(=O)OC(C)(C)C